1,1'-(1,2-ethandiyl)-bis(inden) C(CC1C=CC2=CC=CC=C12)C1C=CC2=CC=CC=C12